(Z)-N-((2-(2,6-dioxopiperidin-3-yl)-1-oxoisoindolin-5-yl)methyl)-2-(1-(2-(4-(1-(4-hydroxyphenyl)-2-phenylbut-1-en-1-yl)phenoxy)ethyl)piperidin-4-yl)acetamide O=C1NC(CCC1N1C(C2=CC=C(C=C2C1)CNC(CC1CCN(CC1)CCOC1=CC=C(C=C1)\C(=C(\CC)/C1=CC=CC=C1)\C1=CC=C(C=C1)O)=O)=O)=O